(5R,11S)-11-Fluoro-5-methyl-1,2,5,6,11,11a-hexahydro-3H-indolizino[6,7-b]indol-3-one F[C@@H]1C2CCC(N2[C@@H](C=2NC=3C=CC=CC3C21)C)=O